2-octyldodecyl 2-methyl-11-((9Z,12Z)-octadeca-9,12-dien-1-yl)-7-oxo-8-oxa-2,6,11-triazaheptadecan-17-oate CN(C)CCCNC(OCCN(CCCCCC(=O)OCC(CCCCCCCCCC)CCCCCCCC)CCCCCCCC\C=C/C\C=C/CCCCC)=O